tert-butyl 4-[4-fluoro-5-[(4-fluoro-2-methylindazol-6-yl)carbamoyl]thiophen-2-yl]-2-methylpiperazine-1-carboxylate FC=1C=C(SC1C(NC=1C=C(C2=CN(N=C2C1)C)F)=O)N1CC(N(CC1)C(=O)OC(C)(C)C)C